(1S,4s)-4-(8-(2,4-dichloro-6-fluorophenylamino)-2-((3R,4R)-3-methyltetrahydro-2H-pyran-4-ylamino)-9H-purin-9-yl)cyclohexanecarboxamide ClC1=C(C(=CC(=C1)Cl)F)NC=1N(C2=NC(=NC=C2N1)N[C@H]1[C@H](COCC1)C)C1CCC(CC1)C(=O)N